5-(2-(cyclohexyloxy)pyrimidin-4-yl)-N-(5-(4-methylpiperazin-1-yl)pyridin-2-yl)-N-((2-(trimethylsilyl)ethoxy)methyl)thiazol-2-amine C1(CCCCC1)OC1=NC=CC(=N1)C1=CN=C(S1)N(COCC[Si](C)(C)C)C1=NC=C(C=C1)N1CCN(CC1)C